4-bromo-1-methylpyridin-2(1H)-one BrC1=CC(N(C=C1)C)=O